5-(8-(piperidine-1-carbonyl)imidazo[1,2-c]quinazolin-5-yl)indole-1-carboxylic acid tert-butyl ester C(C)(C)(C)OC(=O)N1C=CC2=CC(=CC=C12)C1=NC=2C=C(C=CC2C=2N1C=CN2)C(=O)N2CCCCC2